1-bromobenzylideneacetone BrC1(C=CC(C)=O)CC=CC=C1